NC=1C=CC(=C(C1)O)C=1OC2=C(N1)C(=CC=C2)C 5-Amino-2-(4-methylbenzo[d]oxazol-2-yl)phenol